(S)-3-(4'-fluorobiphenyl-3-yl)-3-(3-(4-hydroxy-1,5-dimethyl-2-oxo-1,2-dihydropyridin-3-yl)ureido)propanoic acid FC1=CC=C(C=C1)C1=CC(=CC=C1)[C@H](CC(=O)O)NC(=O)NC=1C(N(C=C(C1O)C)C)=O